FC(CNC(=O)C1=CN=C2N1C=C(C=C2)C2=CNC1=NC=C(C=C12)C)F N-(2,2-difluoroethyl)-6-(5-methyl-1H-pyrrolo[2,3-b]pyridin-3-yl)imidazo[1,2-a]pyridine-3-carboxamide